FC=1C=C(C(=C2CC(NC12)=O)C1=NC=C(C=N1)F)C(F)(F)F 7-fluoro-4-(5-fluoropyrimidin-2-yl)-5-(trifluoromethyl)indolin-2-one